N-[5-(5-aminopyrazin-2-yl)-3-methoxy-pyrazin-2-yl]-5-methyl-3-phenyl-isoxazole-4-carboxamide NC=1N=CC(=NC1)C=1N=C(C(=NC1)NC(=O)C=1C(=NOC1C)C1=CC=CC=C1)OC